CC=1C(N(CCC1C1=CC=CC=C1)S(=O)(=O)C1=CC=C(C)C=C1)=O 3-methyl-4-phenyl-1-p-toluenesulfonyl-5,6-dihydropyridin-2(1H)-one